4-[5-(aminomethyl)imidazo[1,2-a]pyridin-8-yl]-3-(2-methyl-5-propan-2-ylpyrazol-3-yl)oxybenzonitrile NCC1=CC=C(C=2N1C=CN2)C2=C(C=C(C#N)C=C2)OC=2N(N=C(C2)C(C)C)C